C(=O)C=1C=C(C=C(C1)C(F)(F)F)NC(OC(C)(C)C)=O tert-butyl (3-formyl-5-(trifluoromethyl)phenyl)carbamate